BrC1=C(C(=CC(=C1)C(C)CF)C)NC(C1=C(C(=CC=C1)[N+](=O)[O-])F)=O N-(2-bromo-6-methyl-4-(fluoropropane-2-yl)phenyl)-2-fluoro-3-nitrobenzamide